(S)-2-(6-chloro-7-methylimidazo[1,2-a]pyridin-2-yl)-N-(5-cyclopropyl-1H-pyrazol-3-yl)propanamide ClC=1C(=CC=2N(C1)C=C(N2)[C@@H](C(=O)NC2=NNC(=C2)C2CC2)C)C